C(#N)C=1C(=NC(=NC1)NC1=C(C=CC=C1)OCC)N1C=C(C2=CC(=CC=C12)NC(C=C)=O)C N-[1-[5-cyano-2-(2-ethoxyanilino)pyrimidin-4-yl]-3-methyl-indol-5-yl]prop-2-enamide